BrC1=CC=C(C=C1)[C@H](C)N (1S)-1-(4-bromophenyl)ethanamine